BrC1=C(C(=O)OCCCCCCCC)C=CC(=C1)Br octyl 2,4-dibromobenzoate